O=C1N(CC2=CC(=CC=C12)[C@H]1CNCCC1)[C@H]1C(NC(CC1)=O)=O (R)-3-(1-oxo-5-((S)-piperidin-3-yl)isoindolin-2-yl)piperidine-2,6-dione